2'-fluoro-4'-[(5R)-5-(hydroxymethyl)-2-oxo-1,3-oxazolidin-3-yl][1,1'-biphenyl]-3-carboxamide FC1=C(C=CC(=C1)N1C(O[C@H](C1)CO)=O)C1=CC(=CC=C1)C(=O)N